FC1=CC=C(C(=O)NC(C)C2=NC=3CCCN(C3C=C2)C2=NC=CN=C2)C=C1 4-fluoro-N-{1-[5-(pyrazin-2-yl)-5,6,7,8-tetrahydro-1,5-naphthyridin-2-yl]ethyl}benzamide